N-(6-methoxy-1-methyl-1H-indazol-7-yl)-N-methyl-6-(3-(trifluoromethyl)-1H-pyrazol-5-yl)pyridine-3-sulfonamide COC1=CC=C2C=NN(C2=C1N(S(=O)(=O)C=1C=NC(=CC1)C1=CC(=NN1)C(F)(F)F)C)C